C([C@@H]1[C@H]([C@H](C(O1)N)O)O)OP(=O)(O)O The molecule is a ribose monophosphate having the phosphate group at the 5-position and an amino group in place of hydroxy at the anomeric centre. It is a ribose monophosphate and a ribosylamine. It is a conjugate acid of a 5-phosphonato-D-ribosylaminium(1-).